O1CCCC2=CC(=CC=C12)S(=O)(=O)N1CCC(CC1)C=1C(=CC=2N(C1)N=CN2)C 6-(1-(chroman-6-ylsulfonyl)piperidin-4-yl)-7-methyl-[1,2,4]triazolo[1,5-a]pyridine